Cl.NCCCCCNC(C1=C(C=C(C=C1)NC=1C=2N(C=CN1)C(=CN2)C2=C(C(=C(C=C2)OC)F)F)CC)=O N-(5-aminopentyl)-4-((3-(2,3-difluoro-4-methoxyphenyl)imidazo[1,2-a]pyrazin-8-yl)amino)-2-ethylbenzamide hydrochloride